NC1=CC(=C(C=N1)C1CCN(CC1)C(=O)C1=NC=C(C(=C1)OC)OC1CCCC1)OC (6-Amino-4-methoxy-3',4',5',6'-tetrahydro-2'H-[3,4']bipyridinyl-1'-yl)-(5-cyclopentyloxy-4-methoxy-pyridin-2-yl)-methanone